C(C1=CC=CC=C1)OC1=C(C(=C2C=CC(=CC2=C1)NC(CC1=CC=C(C=C1)C1=C(C=C2C(=NN(C2=C1)C)N1C(NC(CC1)=O)=O)F)=O)F)N1S(NC(C1)=O)(=O)=O N-[7-benzyloxy-5-fluoro-6-(1,1,4-trioxo-1,2,5-thiadiazolidin-2-yl)-2-naphthyl]-2-[4-[3-(2,4-dioxohexahydropyrimidin-1-yl)-5-fluoro-1-methyl-indazol-6-yl]phenyl]acetamide